C(=O)O.C1(CCC1)NC(C1=CC=C(C=C1)NC1=NC=C(C(=N1)NC=1C=CC2=C(NC(O2)=O)C1)C)=O N-Cyclobutyl-4-[5-methyl-4-(2-oxo-2,3-dihydro-benzooxazol-5-ylamino)-pyrimidin-2-ylamino]-benzamide formic acid salt